1,3-dimethyl-5-(4,4,5,5-tetramethyl-1,3,2-dioxaborolan-2-yl)-1H-indole-7-carboxamide CN1C=C(C2=CC(=CC(=C12)C(=O)N)B1OC(C(O1)(C)C)(C)C)C